OC1=C(C(=O)C=2C=NC=3N(C2)N=C(C3)C3=CC=C(C(=O)NCC2=CC(=CC=C2)C(F)(F)F)C=C3)C=C(C=C1)[N+](=O)[O-] 4-(6-(2-hydroxy-5-nitrobenzoyl)pyrazolo[1,5-a]pyrimidin-2-yl)-N-(3-(trifluoromethyl)benzyl)benzamide